C1(CC1)C1=C(C=C(C=N1)C1=CC(=C2C(=N1)N=C(N2)NC(=O)C2=CC=C(C=N2)OCCCC(=O)O)N(C)CC2(CCCC2)COC)C(F)(F)F 4-{[6-({5-[6-Cyclopropyl-5-(trifluoromethyl)pyridin-3-yl]-7-({[1-(methoxymethyl)cyclopentyl]methyl}(methyl)amino)-1H-imidazo[4,5-b]pyridin-2-yl}carbamoyl)pyridin-3-yl]oxy}butanoic acid